9-isopropyl-2-(pyridazin-3-yl)-6-(4-(trifluoromethyl)benzyl)-2,6,9-triazaspiro[4.5]-decane-7,10-dione C(C)(C)N1CC(N(C2(CCN(C2)C=2N=NC=CC2)C1=O)CC1=CC=C(C=C1)C(F)(F)F)=O